C(C)C1=CC=C(C=C1)CN1C(CCC1=O)CC(=O)N[C@@H](C(=O)OC)CC1=CC=CC=C1 methyl (2R)-2-[[2-[1-[(4-ethylphenyl)methyl]-5-oxopyrrolidin-2-yl]acetyl]amino]-3-phenylpropionate